FC(C=1C(=C(C=CC1)[C@@H](C)NC=1C2=C(N=C(N1)C)C=NC(=C2)N2[C@H](CN(CC2)C)C)F)F N-{(1R)-1-[3-(difluoromethyl)-2-fluorophenyl]ethyl}-6-[(2S)-2,4-dimethylpiperazin-1-yl]-2-methylpyrido[3,4-d]pyrimidin-4-amine